vinyl-7-octene C(=C)CCCCCCC=C